(5-ethoxy-4-(((1R,4S)-4-(hydroxymethyl)-3-oxabicyclo[3.1.0]hexan-1-yl)amino)-1H-pyrrolo[2,3-b]pyridin-3-yl)(2-fluoro-4-phenoxyphenyl)methanone C(C)OC=1C(=C2C(=NC1)NC=C2C(=O)C2=C(C=C(C=C2)OC2=CC=CC=C2)F)N[C@]21CO[C@@H](C1C2)CO